4-BENZYLOXYPHENYLISOCYANIDE C(C1=CC=CC=C1)OC1=CC=C(C=C1)[N+]#[C-]